C(\C=C/C(=O)OCC)(=O)OCC (Z)-2-butenedioic acid, diethyl ester